C(N)(OC(CC1CN(CC(C1)C(F)(F)F)C1=C2C=CC=NC2=C(C=C1)C#N)(C)C)=O [1-(8-cyano-quinolin-5-yl)-5-trifluoromethyl-piperidin-3-yl]-t-butyl carbamate